C1(CC1)S(=O)(=O)N1N=CC(=C1)C1=NC=CC(=N1)NC1=NC=C(C(=C1)NC1CCC(CC1)(O)C)C1=NN(C=C1)CCCN(C)C (1s,4s)-4-((2-((2-(1-(Cyclopropylsulfonyl)-1H-pyrazol-4-yl)pyrimidin-4-yl)amino)-5-(1-(3-(dimethylamino)propyl)-1H-pyrazol-3-yl)pyridin-4-yl)amino)-1-methylcyclohexan-1-ol